OC1=C(C2=CC=C(C=C2C=C1)S(=O)(=O)O)C1=C(C=CC2=CC(=CC=C12)S(=O)(=O)O)O 2,2'-dihydroxy-1,1'-binaphthyl-6,6'-disulfonic acid